C1=C(C=CC2=CC=CC=C12)C=1SC=NN1 (naphthalen-2-yl)-1,3,4-thiadiazole